1-methyl-cyclopropanecarbonyl chloride CC1(CC1)C(=O)Cl